α-glycidoxypropylmethyldiethoxysilane C(C1CO1)OC(CC)[Si](OCC)(OCC)C